C(C)(=O)C1=C(C=CC2=C1OCCN(S2(=O)=O)[C@H](C(=O)OC(C)(C)C)C(C)C2=C(C(=CC=C2F)C)C)Cl tert-butyl (2S)-2-(6-acetyl-7-chloro-1,1-dioxido-3,4-dihydro-2H-benzo[b][1,4,5]oxathiazepin-2-yl)-3-(6-fluoro-2,3-dimethylphenyl)butanoate